C(#N)C1=C(C=CC=C1)[C@@H]1C[C@@](CC1)(C(=O)O)CCC cis-3-(2-cyanophenyl)-1-propylcyclopentane-1-carboxylic acid